6-Cyclopropanamido-4-({5-cyclopropanamido-3'-methoxy-[2,4'-bipyridin]-2'-yl}amino)-N-(2H3)methylpyridin-3-carboxamid C1(CC1)C(=O)NC1=CC(=C(C=N1)C(=O)NC([2H])([2H])[2H])NC1=NC=CC(=C1OC)C1=NC=C(C=C1)NC(=O)C1CC1